S(C1[C@H](O)[C@@H](O)[C@@H](O)[C@H](O1)CO)C(C)C isopropyl E-D-1-thiogalactopyranoside